CC1([C@H]([C@@H]1C1=NC(=NO1)C1=CC=CC=C1)C1=CC=C(C=C1)O)C 4-[trans-2,2-dimethyl-3-(3-phenyl-1,2,4-oxadiazol-5-yl)cyclopropyl]Phenol